C(N)(=N)C1=CC=C(NCC2=NC3=C(N2C)C=CC(=C3)C(=O)N(CCC(=O)O)C3=NC=CC=C3)C=C1 3-[[2-[(4-carbamimidoylanilino)methyl]-1-methylbenzimidazole-5-carbonyl]-pyridin-2-ylamino]propanoic acid